cerium-lithium [Li].[Ce]